phenyl-methylenebis(tricyclohexylphosphine) ruthenium (II) dichloride [Ru](Cl)Cl.C1(=CC=CC=C1)C(P(C1CCCCC1)(C1CCCCC1)C1CCCCC1)P(C1CCCCC1)(C1CCCCC1)C1CCCCC1